FCCCCCCC1=CC(=C(CCNC(OC(C)(C)C)=O)C=C1OC)OC tert-butyl (4-(6-fluorohexyl)-2,5-dimethoxyphenethyl)carbamate